N1=CC(=CC=C1)C1=CC=C(C=C1)C(C)=O 1-(4-(pyridin-3-yl)phenyl)ethanone